FC(C(=O)O)(F)F.NC=1N=CN2C(NC=CC21)=O 1-Aminoimidazo[1,5-c]pyrimidin-5(6H)-one 2,2,2-trifluoroacetate